FC1=C(C=CC(=C1)C)C#CC1=NNC2=C1C=1N(C(=N2)N2CCC3([C@@H]([C@@H](OC3)C)N)CC2)C=CN1 (3S,4S)-8-(9-((2-fluoro-4-methylphenyl)ethynyl)-7H-imidazo[1,2-c]pyrazolo[4,3-e]pyrimidin-5-yl)-3-methyl-2-oxa-8-azaspiro[4.5]decan-4-amine